N-([1,1'-biphenyl]-4-yl)-3,5-dimethyl-[1,1':4',1''-terphenyl]-4-amine C1(=CC=C(C=C1)NC1=C(C=C(C=C1C)C1=CC=C(C=C1)C1=CC=CC=C1)C)C1=CC=CC=C1